C(C)(=O)NC1=CC=NN1C1=NN=C(S1)NC(=O)C1=CC(=C(C(O1)=O)O[C@H](COC)C)C1=C(C=CC=C1OC)OC (S)-N-(5-(5-acetamido-1H-pyrazol-1-yl)-1,3,4-thiadiazol-2-yl)-4-(2,6-dimethoxyphenyl)-3-((1-methoxypropan-2-yl)oxy)-2-oxo-2H-pyran-6-carboxamide